dodecan-12-one CCCCCCCCCCCC=O